5-benzyloxy-6-fluoro-1-(4-fluoro-3-methyl-phenyl)-2-isopropyl-indole C(C1=CC=CC=C1)OC=1C=C2C=C(N(C2=CC1F)C1=CC(=C(C=C1)F)C)C(C)C